C(C)(=O)[O-].[Cu+] copper (i) acetate